4-bromo-2-(trideuteromethoxy)pyridine BrC1=CC(=NC=C1)OC([2H])([2H])[2H]